2-methyl-8-((3-methylpyrazin-2-yl)methyl)-6-(piperidin-4-yl)pyrido[2,3-d]pyrimidin-7(8H)-one CC=1N=CC2=C(N1)N(C(C(=C2)C2CCNCC2)=O)CC2=NC=CN=C2C